FC1=C(C=CC(=C1)C(NC)=O)C=1N=C2SC3=C(N2C1)C=CC(=C3)C(=O)NCCCN3CCC(CC3)F 2-(2-fluoro-4-(methylcarbamoyl)phenyl)-N-(3-(4-fluoropiperidin-1-yl)propyl)benzo[d]imidazo[2,1-b]thiazole-7-carboxamide